FC1(CN=C(NC1)NC=1C=C(C=CC1)C(NCC(NC[C@@H](NC(OCC1C2=CC=CC=C2C=2C=CC=CC12)=O)C(=O)OCC1=CC=CC=C1)=O)=O)F benzyl (R)-11-(3-(5,5-difluoro-1,4,5,6-tetrahydropyrimidin-2-ylamino) phenyl)-1-(9H-fluoren-9-yl)-3,8,11-trioxo-2-oxa-4,7,10-triazaundecane-5-carboxylate